3-(3-fluorophenyl)-1,2,4-oxadiazole-5-carboxylate FC=1C=C(C=CC1)C1=NOC(=N1)C(=O)[O-]